C[C@@H]1N(C[C@H](N(C1)C(C)C1=CC=C(C=C1)C(F)(F)F)C)C=1C=2N=C(N(C2N2C(N1)=NN=C2)C[C@H]2OCCC2)C 4-((2S,5R)-2,5-Dimethyl-4-(1-(4-(trifluoromethyl)phenyl)ethyl)piperazin-1-yl)-2-methyl-1-(((S)-tetrahydrofuran-2-yl)methyl)-1H-[1,2,4]triazolo[3,4-b]purine